3-(4-((2,6-difluoro-4-(piperidin-1-ylmethyl)benzyl)thio)-1-oxoisoindolin-2-yl)piperidine-2,6-dione FC1=C(CSC2=C3CN(C(C3=CC=C2)=O)C2C(NC(CC2)=O)=O)C(=CC(=C1)CN1CCCCC1)F